(±)-4-Amino-2-((methylsulfinyl)methyl)benzonitrile NC1=CC(=C(C#N)C=C1)C[S@](=O)C |r|